Ethyl 2-(4-(2-((3-(3,4-dichlorophenyl)-4-oxo-4H-chromen-7-yl)oxy)ethyl)piperazin-1-yl)acetate ClC=1C=C(C=CC1Cl)C1=COC2=CC(=CC=C2C1=O)OCCN1CCN(CC1)CC(=O)OCC